C(C1=CC=CC=C1)N1N=C(N=C1)C(=O)N[C@H]1C(N(C=2N(CC1)N=C(C2)CCN2C1COC(C2)C1)C)=O 1-benzyl-N-[(6R)-4-methyl-2-[2-(2-oxa-5-azabicyclo[2.2.1]heptan-5-yl)ethyl]-5-oxo-7,8-dihydro-6H-pyrazolo[1,5-a][1,3]diazepin-6-yl]-1,2,4-triazole-3-carboxamide